6-[5-[(1R)-1-(3,5-dichloro-2-methyl-4-pyridyl)ethoxy]-1H-indazol-3-yl]-1'-methylsulfonyl-spiro[4H-1,3-benzodioxine-2,4'-piperidine] ClC=1C(=NC=C(C1[C@@H](C)OC=1C=C2C(=NNC2=CC1)C1=CC2=C(OC3(CCN(CC3)S(=O)(=O)C)OC2)C=C1)Cl)C